C(C(C)C)(=O)OCC1C(C(=CC1(C)C)C)OC(C(C)C)=O (3,5,5-trimethyl-2-isobutyryloxy-3-cyclopentenyl)methyl isobutyrate